p-tert.-Butylphenol C(C)(C)(C)C1=CC=C(C=C1)O